2-(2-oxa-8-azaspiro[4.5]decan-4-yl)isoindoline-1,3-dione TFA salt OC(=O)C(F)(F)F.C1OCC(C12CCNCC2)N2C(C1=CC=CC=C1C2=O)=O